C1(CCC1)OC1=CC(NN=C1CN1CC(C1)C(=O)N1CCN(CC1)C1=NC=C(C=N1)C(F)(F)F)=O 5-cyclobutoxy-6-((3-(4-(5-(trifluoromethyl)pyrimidin-2-yl)piperazine-1-carbonyl)azetidin-1-yl)methyl)pyridazin-3(2H)-one